2-chloro-N-(9-oxo-1,2,3,9-tetrahydropyrrolo[2,1-b]quinazoline-6-yl)acetamide ClCC(=O)NC=1C=CC=2C(N3C(=NC2C1)CCC3)=O